6-(5-(7-(2-amino-2-oxoethyl)-5,6,7,8-tetrahydroimidazo[1,2-a]pyrazin-3-yl)-2-methoxybenzamido)-2,2-difluoro-N-(4-fluoro-3-(trifluoromethyl)phenyl)benzo[d][1,3]dioxole-5-carboxamide NC(CN1CC=2N(CC1)C(=CN2)C=2C=CC(=C(C(=O)NC=1C(=CC3=C(OC(O3)(F)F)C1)C(=O)NC1=CC(=C(C=C1)F)C(F)(F)F)C2)OC)=O